tert-butyl 4-[[4-(2,6-dibenzyloxy-3-pyridinyl) phenyl] methyl]-4-hydroxypiperidine-1-carboxylate C(C1=CC=CC=C1)OC1=NC(=CC=C1C1=CC=C(C=C1)CC1(CCN(CC1)C(=O)OC(C)(C)C)O)OCC1=CC=CC=C1